5-[1-(2-Fluoro-6-methyl-phenyl)-piperidin-4-yl]-2-methyl-7-[2-(oxetan-3-yloxy)-benzyl]-2,4,5,7-tetrahydro-pyrazolo[3,4-d]pyrimidin-6-on FC1=C(C(=CC=C1)C)N1CCC(CC1)N1C(N(C=2C(C1)=CN(N2)C)CC2=C(C=CC=C2)OC2COC2)=O